CN(C(OCC)=O)C1=CC=C(C=C1)C1=CC=C(C=C1)C(NCC=1C=NC=CC1)=O ethyl methyl(4'-((pyridin-3-ylmethyl)carbamoyl)-[1,1'-biphenyl]-4-yl)carbamate